[1,2,4]triazolo[1,5-a]pyridine-8-carbonitrile N=1C=NN2C1C(=CC=C2)C#N